1-(4-(4-(4-amino-7-methyl-5-(4-((6-methylpyridin-2-yl)oxy)phenyl)-7H-pyrrolo[2,3-d]pyrimidin-6-yl)-3-methyl-1H-pyrazol-1-yl)piperidin-1-yl)prop-2-en-1-one NC=1C2=C(N=CN1)N(C(=C2C2=CC=C(C=C2)OC2=NC(=CC=C2)C)C=2C(=NN(C2)C2CCN(CC2)C(C=C)=O)C)C